2,4,6-triiodobenzene-1,3-dicarboxylic acid dichloride IC1=C(C(=CC(=C1C(=O)Cl)I)I)C(=O)Cl